(R)-N-(2-Hydroxy-2-(3-hydroxypentyl)ethyl)-N-methylglycine O[C@@H](CN(CC(=O)O)C)CCC(CC)O